ICOCI Iodo(iodomethoxy)methane